5-(1-isopropyl-1H-pyrazol-4-yl)-N-(pyridin-4-yl)-1H-indole-3-carboxamide C(C)(C)N1N=CC(=C1)C=1C=C2C(=CNC2=CC1)C(=O)NC1=CC=NC=C1